sodium 2-(6-bromo-4-((1-(tert-butoxycarbonyl)azetidin-3-yl)oxy)-1-oxophthalazin-2(1H)-yl)acetate BrC=1C=C2C(=NN(C(C2=CC1)=O)CC(=O)[O-])OC1CN(C1)C(=O)OC(C)(C)C.[Na+]